FC=1C=C(COC2=CC(=C(N)C=C2)F)C=CC1F 4-((3,4-difluorobenzyl)oxy)-2-fluoroaniline